Tert-butyl ((S)-1-((2S,4R)-4-hydroxy-2-((4-(4-methylthiazol-5-yl)benzyl)carbamoyl)-pyrrolidin-1-yl)-3-methyl-1-oxobutan-2-yl)carbamate O[C@@H]1C[C@H](N(C1)C([C@H](C(C)C)NC(OC(C)(C)C)=O)=O)C(NCC1=CC=C(C=C1)C1=C(N=CS1)C)=O